4-((E)-2-(6-((E)-4-(diphenylamino)styryl)naphthalen-2-yl)vinyl)-N-phenylbenzylamine C1(=CC=CC=C1)N(C1=CC=C(/C=C/C=2C=C3C=CC(=CC3=CC2)/C=C/C2=CC=C(CNC3=CC=CC=C3)C=C2)C=C1)C1=CC=CC=C1